FC1(CCC(CC1)N(C(=O)[C@H]1N(CCC1)S(=O)(=O)C1=CC=C(C)C=C1)C(C)C1=CC2=C(CCO2)C=C1)F (2S)-N-(4,4-Difluorocyclohexyl)-N-(1-(2,3-dihydrobenzofuran-6-yl)ethyl)-1-tosylpyrrolidine-2-carboxamide